CS(=O)(=O)[O-].C[NH+]1C=C(C=C1)CCCC 1-Methyl-3-butylpyrrolium methansulfonat